6-Bromo-4-fluoro-N1-methylbenzene-1,2-diamine BrC=1C=C(C=C(C1NC)N)F